CN1C(=NC=C1B1OC(C)(C)C(C)(C)O1)Cl 1-methyl-2-chloroimidazole-5-boronic acid pinacol ester